methyl 4-[3-methyl-4-[[5-[(3R,5R)-3-(tert-butoxycarbonylamino)-5-fluoro-1-piperidyl]pyrazolo[1,5-a]pyrimidine-3-carbonyl]amino]pyrazol-1-yl]cyclohexanecarboxylate CC1=NN(C=C1NC(=O)C=1C=NN2C1N=C(C=C2)N2C[C@@H](C[C@H](C2)F)NC(=O)OC(C)(C)C)C2CCC(CC2)C(=O)OC